COC(CCC(CCN1C[C@@H]([C@@H](CC1)NC(C1=C(C=C(C(=C1)Cl)N)OC)=O)OC)C)=O 6-((3S,4R)-4-(4-amino-5-chloro-2-methoxybenzamido)-3-methoxypiperidin-1-yl)-4-methylhexanoic acid methyl ester